dihydrobenzoxazine C1CNOC2=CC=CC=C21